BrC=1C=C2C(=CNC2=CC1)C(C(=O)NC1C(N(CC1)CC1=CC=C(C=C1)F)=O)=O 2-(5-bromo-1H-indol-3-yl)-N-(1-(4-fluorobenzyl)-2-oxopyrrolidin-3-yl)-2-oxoacetamide